5-methyltetrazine CC=1N=NN=NC1